bis[(pinacolato)boryl]methane B1(OC(C(O1)(C)C)(C)C)CB2OC(C(O2)(C)C)(C)C